C(#N)C1=C(C=C(C=C1F)C1=NN(C=C1)[C@@H](CNC(=O)C=1N=C(SC1)CC#N)C)F (R)-N-(2-(3-(4-cyano-3,5-difluorophenyl)-1H-pyrazol-1-yl)propyl)-2-(cyanomethyl)thiazole-4-carboxamide